[2-13C]L-lysine N[13C@@H](CCCCN)C(=O)O